2-(4-fluorophenyl)-3-(3-methylbutanoyl)-1H-indole-4-carboxylate FC1=CC=C(C=C1)C=1NC=2C=CC=C(C2C1C(CC(C)C)=O)C(=O)[O-]